tert-butyl ((2-(3-(3-(4-methyl-4H-1,2,4-triazol-3-yl)-1-(2,2,2-trifluoroethyl)azetidin-3-yl)phenyl)-3-oxo-7-(trifluoromethyl)isoindolin-5-yl)methyl)(1-methylcyclobutyl)carbamate CN1C(=NN=C1)C1(CN(C1)CC(F)(F)F)C=1C=C(C=CC1)N1CC2=C(C=C(C=C2C1=O)CN(C(OC(C)(C)C)=O)C1(CCC1)C)C(F)(F)F